1-((3R,4S)-3-Fluoro-4-((4-methoxy-5-(quinolin-6-yl)pyrrolo[2,1-f][1,2,4]triazin-2-yl)amino)piperidin-1-yl)ethan-1-one F[C@@H]1CN(CC[C@@H]1NC1=NN2C(C(=N1)OC)=C(C=C2)C=2C=C1C=CC=NC1=CC2)C(C)=O